2-[4-[(3S)-3-(5-Cyano-3-pyridyl)isoxazolidine-2-carbonyl]-3,3,4-trifluoro-1-piperidyl]pyrimidine-4-carboxamide C(#N)C=1C=C(C=NC1)[C@H]1N(OCC1)C(=O)C1(C(CN(CC1)C1=NC=CC(=N1)C(=O)N)(F)F)F